N'-(cyclopentylmethyl)tert-butoxycarbohydrazide C1(CCCC1)CN(NOC(C)(C)C)C(=O)NN